[Pd].[Pd].C(C1=CC=CC=C1)C(C(C)=O)CC1=CC=CC=C1 dibenzylacetone dipalladium